C(#N)C1(CC1)N(S(=O)(=O)C=1C=C(C=2N(C1)C(=CN2)C2=NN1C(C(CCC1)=C=O)=C2)N2CCN(CC2)C(C(C)C)=O)CC2=CC=C(C=C2)OC N-(1-cyanocyclopropyl)-8-(4-isobutyrylpiperazin-1-yl)-N-(4-methoxybenzyl)-3-(4-Carbonyl-4,5,6,7-tetrahydropyrazolo[1,5-a]pyridin-2-yl)imidazo[1,2-a]pyridine-6-sulfonamide